L-2-amino-4-chlorobutyric acid isopropyl ester C(C)(C)OC([C@H](CCCl)N)=O